C1CCC(CC1)C2=CC3=C(C=C2)N4CC[NH2+][C@H]5C4=C3CCC5 The molecule is an organic cation obtained by protonation of the secondary amino group of (R)-tetrindole. It is an ammonium ion derivative and an organic cation. It is a conjugate acid of a (R)-tetrindole. It is an enantiomer of a (S)-tetrindole(1+).